ethyl 7-chloro-3-methylthieno[3,2-b]pyridine-6-carboxylate ClC1=C2C(=NC=C1C(=O)OCC)C(=CS2)C